N[C@@H](C(=O)[O-])CC D-2-Aminobutyrate